C(C)OC(=O)C=1OC2=C(C1C)C=C(C=C2)S(N(CCC2CCCCC2)CC2=C(C=CC=C2)N2CCN(CC2)C(=O)OC(C)(C)C)(=O)=O 5-(N-(2-(4-(tert-Butoxycarbonyl)piperazin-1-yl)benzyl)-N-(2-cyclohexylethyl)sulfamoyl)-3-methylbenzofuran-2-carboxylic acid ethyl ester